O[C@@H]1C([C@@H]2CC[C@]3([C@@]4(CC[C@]5(CCC(C[C@H]5C4=CC[C@@H]3[C@]2(C[C@H]1O)C)(C)C)C(=O)O)C)C)(C)C (4aS,6aS,6bR,8aR,10R,11R,12aR,12bR,14bS)-10,11-dihydroxy-2,2,6a,6b,9,9,12a-heptamethyl-1,3,4,5,6,6a,6b,7,8,8a,9,10,11,12,12a,12b,13,14b-octadecahydropicene-4a(2H)-carboxylic acid